methyl 7-bromo-3-(2-(((1S,3S)-3-((4-((t-butyloxycarbonyl) (methyl)amino)butyl)amino)cyclopentyl)amino)-5-(trifluoromethyl)pyrimidin-4-yl)-1H-indole-6-carboxylate BrC=1C(=CC=C2C(=CNC12)C1=NC(=NC=C1C(F)(F)F)N[C@@H]1C[C@H](CC1)NCCCCN(C)C(=O)OC(C)(C)C)C(=O)OC